CCCCCCC(C)[NH-] 7-octylamide